C(C)OC=1C=C(C=CC1OC)C(CSC)N 1-(3-ethoxy-4-methoxyphenyl)-2-(methylthio)ethane-1-amine